tert-butyl (6-cyclopropyl-2-((1,3-dioxoisoindolin-2-yl)methyl)imidazo[1,2-a]pyridin-8-yl)carbamate C1(CC1)C=1C=C(C=2N(C1)C=C(N2)CN2C(C1=CC=CC=C1C2=O)=O)NC(OC(C)(C)C)=O